C(C)(C)(C)N(C(O)=O)CC=1N=C2N(C=C(C=C2N2C(N(C(C2)=O)C)=O)C2CC2)C1.ClC1=C(C(=C(C(=N1)N1CC(C1)CC(=O)N)C#N)CC)C#N 2-(1-(6-chloro-3,5-dicyano-4-ethylpyridin-2-yl)azetidin-3-yl)acetamide tert-butyl-((6-cyclopropyl-8-(3-methyl-2,4-dioxoimidazolidin-1-yl)imidazo[1,2-a]pyridin-2-yl)methyl)carbamate